N-{3-[4-(6-butoxypyridazin-3-yl)-6-oxo-1,6-dihydropyrimidin-2-yl]-4-(trifluoromethyl)benzyl}isobutyramide C(CCC)OC1=CC=C(N=N1)C=1N=C(NC(C1)=O)C=1C=C(CNC(C(C)C)=O)C=CC1C(F)(F)F